CN1CCN(CC1)C1=C2C=CN=NC2=C(C=C1)C(=O)N 5-(4-methylpiperazin-1-yl)cinnoline-8-carboxamide